chloro-2-(5-oxo-4,5-dihydro-1,3,4-oxadiazol-2-yl)benzene-1-sulfonyl chloride ClC=1C(=C(C=CC1)S(=O)(=O)Cl)C=1OC(NN1)=O